8-chloro-3-(3-methylbutanoyl)-2-(naphthalen-2-ylamino)-5-nitroquinolin-4(1H)-one ClC=1C=CC(=C2C(C(=C(NC12)NC1=CC2=CC=CC=C2C=C1)C(CC(C)C)=O)=O)[N+](=O)[O-]